5-bromo-2-(trifluoromethyl)benzene BrC=1C=CC(=CC1)C(F)(F)F